C(CCCCCCCCCCCCCCCCC)(=O)NCCNCCNCCNC(CCCCCCCCCCCCCCCCC)=O 1,10-di(stearoyl)triethylenetetramine